N4,N4-dibenzyl-6-chloro-N2-methyl-3-nitro-pyridine-2,4-diamine C(C1=CC=CC=C1)N(C1=C(C(=NC(=C1)Cl)NC)[N+](=O)[O-])CC1=CC=CC=C1